CN1N=C(C(=C1)C=1C=NC=2CCN(CC2C1)C1=NC=C(C(=O)NC2=CC=NC=C2)C=C1C)C 6-(3-(1,3-dimethyl-1H-pyrazol-4-yl)-7,8-dihydro-1,6-naphthyridin-6(5H)-yl)-5-methyl-N-(pyridin-4-yl)nicotinamide